(1S,3S)-3-((6-(5-(((5-((S)-1-methoxypropyl)-1,2,4-oxadiazol-3-yl)amino)methyl)-1-methyl-1H-1,2,3-triazol-4-yl)-2-methylpyridin-3-yl)oxy)cyclohexane-1-carboxylic acid CO[C@@H](CC)C1=NC(=NO1)NCC1=C(N=NN1C)C1=CC=C(C(=N1)C)O[C@@H]1C[C@H](CCC1)C(=O)O